(4Z)-4-(1H-Benzimidazol-5-ylmethylene)-2-[4-(4-methylpiperazin-1-yl)anilino]-1H-imidazol-5-one N1C=NC2=C1C=CC(=C2)\C=C\2/N=C(NC2=O)NC2=CC=C(C=C2)N2CCN(CC2)C